C1CC12CCN(CC2)C2=C(C(=O)NC1=CC3=C(N=NC(=C3)OC)C(=N1)N1CCC(CC1)(F)F)C=CC(=C2)I 2-{6-azaspiro[2.5]octane-6-yl}-N-[8-(4,4-difluoropiperidin-1-yl)-3-methoxypyrido[3,4-c]pyridazin-6-yl]-4-iodobenzamide